Cl.N[C@H]1CC[C@H](CC1)C(C)(C)O cis-2-(4-aminocyclohexyl)propane-2-ol hydrochloride